ClC1=C(C(=O)NCC(N2CCC(CC2)OC2=NC=CN=C2F)C2=C(N=CS2)C(F)F)C(=CC=C1)F 2-Chloro-N-{2-[4-(difluoromethyl)-1,3-thiazol-5-yl]-2-{4-[(3-fluoropyrazin-2-yl)oxy]piperidin-1-yl}ethyl}-6-fluorobenzamide